N-(2-{3-[(acetylamino)methyl]phenyl}-2H-pyrazolo[4,3-b]pyridin-3-yl)-2-fluoro-5-pyrimidin-2-yl-4-(trifluoromethyl)benzamide C(C)(=O)NCC=1C=C(C=CC1)N1N=C2C(N=CC=C2)=C1NC(C1=C(C=C(C(=C1)C1=NC=CC=N1)C(F)(F)F)F)=O